CNS(=O)(=O)N[C@@H]1[C@@H](N(CC1)C(=O)OC)CO[C@@H]1CC[C@@H](CC1)C1=CC=CC=C1 methyl (CIS)-3-((N-methylsulfamoyl)amino)-2-((((CIS)-4-phenylcyclohexyl)oxy)methyl)-pyrrolidine-1-carboxylate